CC=1SC=CC1SC(C)S 1-(2-methylthiophene-3-yl)sulfanylethanethiol